C(#N)C=1C2=C(C=NC1NCC(=O)N(C)C1=CC=C(C=C1)F)CCC2 2-(4-cyano-6,7-dihydro-5H-cyclopenta[c]pyridin-3-ylamino)-N-(4-fluorophenyl)-N-methylacetamide